2-(3-cyanocyclopentyl)hydrazine-1-carboxylic acid tert-butyl ester C(C)(C)(C)OC(=O)NNC1CC(CC1)C#N